O1C(=CC=C1)C=1C=C2C(=NC=NC2=CC1)N 6-(furan-2-yl)-quinazolin-4-amine